CN(C(CBr)=O)C N,N-dimethyl-bromoacetamide